8-bromo-6-chloro-3-((2-(trimethylsilyl)ethoxy)methyl)pyrido[3,4-d]pyrimidin-4(3H)-one BrC1=NC(=CC2=C1N=CN(C2=O)COCC[Si](C)(C)C)Cl